(1r,3r)-3-(3-(6-((2,7-dimethyl-1,4-oxazepan-4-yl)methyl)-1-oxo-4-(trifluoromethyl)isoindolin-2-yl)phenyl)-3-((4-methyl-4H-1,2,4-triazol-3-yl)methyl)cyclobutane-1-carbonitrile CC1OC(CCN(C1)CC1=CC(=C2CN(C(C2=C1)=O)C=1C=C(C=CC1)C1(CC(C1)C#N)CC1=NN=CN1C)C(F)(F)F)C